dipropyl-(3-bromopropane) phosphorus [P].C(CC)C(CCBr)CCC